CC1(C(OB(O1)B1OC(C(O1)(C)C)(C)C)(C)C)C Octamethyl-2,2'-bi-1,3,2-dioxaborolane